ClC1=C2C(=NC=C1C1=CNC3=C(C=CC=C13)N1C(CCCC1)=O)NC[C@@]21C[C@@H](CC1)O 1-(3-((1S,3R)-4'-Chloro-3-hydroxy-1',2'-dihydrospiro[cyclopentane-1,3'-pyrrolo[2,3-b]pyridin]-5'-yl)-1H-indol-7-yl)piperidin-2-one